C(#N)C=1C(=C(C(=O)NC=2C=C3C(=NNC3=CC2)C2=COC=C2)C(=CC1)F)F 3-cyano-2,6-difluoro-N-(3-(furan-3-yl)-1H-indazol-5-yl)benzamide